5-[4-[(6-methyl-7,8-dihydro-5H-pyrido[4,3-d]pyrimidin-2-yl)amino]cyclohexoxy]-7-morpholino-1,6-naphthyridin-3-ol CN1CC2=C(N=C(N=C2)NC2CCC(CC2)OC2=C3C=C(C=NC3=CC(=N2)N2CCOCC2)O)CC1